7-[(3S,5S)-3,5-dimethylpiperazin-1-yl]-N-(6-hydroxy-2-methyl-indazol-5-yl)-2-methoxy-1,3-benzothiazole-4-carboxamide C[C@H]1CN(C[C@@H](N1)C)C=1C=CC(=C2N=C(SC21)OC)C(=O)NC2=CC1=CN(N=C1C=C2O)C